sodium methyl thiosulfonate S(=S)(=O)OC.[Na]